CN(CCC1=NN(C(C=C1)=O)[C@H](C(=O)OC)CC(C)C)C methyl (S)-2-(3-(2-(dimethylamino) ethyl)-6-oxopyridazin-1(6H)-yl)-4-methylpentanoate